1-(2-bromo-3-methoxymethyl-5-hydroxyphenyl)-3-(furan-2-yl)-(2E)-2-propen-1-one BrC1=C(C=C(C=C1COC)O)C(\C=C\C=1OC=CC1)=O